2-(3,4-dimethoxyphenyl)-N4-pyridin-4-ylmethyl-N6-(2-(pyrrolidin-1-yl)ethyl)-1,3,5-triazine-2,4,6-triamine COC=1C=C(C=CC1OC)C1(NC(=NC(=N1)NCC1=CC=NC=C1)NCCN1CCCC1)N